1,1a,3,7b-tetrahydro-2H-cyclopropa[c]quinolin-2-one C1C2C(NC=3C=CC=CC3C21)=O